[Cl-].CC([O-])C.[Ti+4].C1(CC1)C=1N=C(C(=NC1CC)C(=O)N)NC1=CC(=CC(=C1)OC)CCNC([C@H](C)N(C(\C=C\CN(C)C)=O)C)=O (S,E)-5-cyclopropyl-3-((3-(2-(2-(4-(dimethylamino)-N-methylbut-2-enamido)propanamido)ethyl)-5-methoxyphenyl)amino)-6-ethylpyrazine-2-carboxamide titanium (IV) isopropoxide monochloride